1-(2-(5-oxa-2-azaspiro[3.4]octan-2-yl)pyrimidin-5-yl)-3-(1-(5,7-difluoro-3-methylbenzo[b]thiophen-2-yl)-2,2,2-trifluoroethyl)urea C1N(CC12OCCC2)C2=NC=C(C=N2)NC(=O)NC(C(F)(F)F)C2=C(C1=C(S2)C(=CC(=C1)F)F)C